C(#N)C1(CC1)NS(=O)(=O)C=1C=C(C=2N(C1)C(=NC2[2H])C=2SC(=NN2)C(F)(F)F)N2CCN(CC2)C(=O)C2CC2 N-(1-cyanocyclopropyl)-8-(4-(cyclopropanecarbonyl)piperazin-1-yl)-3-(5-(trifluoromethyl)-1,3,4-thiadiazol-2-yl)imidazo[1,5-a]pyridine-6-sulfonamide-1-d